ClC=1C=CC(=C(C1)C1=CC(=CN=N1)NC1=C2C(=NC=C1)NC(=C2)C(=O)N(CCN2CCN(CC2)C)C)F 4-{[6-(5-chloro-2-fluorophenyl)pyridazin-4-yl]amino}-N-methyl-N-[2-(4-methylpiperazin-1-yl)ethyl]-1H-pyrrolo[2,3-b]pyridine-2-carboxamide